Tert-butyl (cyclobutylmethyl)((2-(1-hydroxyethyl)imidazo[1,2-a]pyridin-6-yl)methyl)carbamate C1(CCC1)CN(C(OC(C)(C)C)=O)CC=1C=CC=2N(C1)C=C(N2)C(C)O